N,N'-dimethyl-2,4-pentanediamine CNC(C)CC(C)NC